(1R,3S)-3-(1-(tert-butyl)-5-((1-(2,4-dimethoxybenzyl)-2,2-dioxido-1,3-dihydrobenzo[c]isothiazol-6-yl)amino)-1H-pyrazol-3-yl)cyclopentyl isopropylcarbamate C(C)(C)NC(O[C@H]1C[C@H](CC1)C1=NN(C(=C1)NC=1C=CC2=C(N(S(C2)(=O)=O)CC2=C(C=C(C=C2)OC)OC)C1)C(C)(C)C)=O